3,3-bis(4-methoxyphenyl)-6,11-dimethyl-13-hydroxy-13-phenyl-3H,13H-indeno[2',3':3,4]naphtho[1,2-b]pyran COC1=CC=C(C=C1)C1(C=CC2=C(O1)C=1C=C(C=CC1C1=C2C(C2=CC(=CC=C21)C)(C2=CC=CC=C2)O)C)C2=CC=C(C=C2)OC